4-chloro-1-(1-(4-(6-methylpyrazin-2-yl)-1H-1,2,3-triazol-1-yl)ethyl)pyridin-2(1H)-one ClC1=CC(N(C=C1)C(C)N1N=NC(=C1)C1=NC(=CN=C1)C)=O